FC1(CC(C1)N[C@@H]1C[C@@H](N(CC1)CC1=C2C=CNC2=C(C=C1OC)C)C1=CC=C(C(=O)O)C=C1)F 4-((2R,4S)-4-((3,3-difluorocyclobutyl)amino)-1-((5-methoxy-7-methyl-1H-indol-4-yl)methyl)piperidin-2-yl)benzoic acid